1-(2-fluoro-1-propen-1-yl)naphthalene FC(=CC1=CC=CC2=CC=CC=C12)C